3-(2-(dimethylamino)ethyl)-5-methoxy-1H-indole-1-carboxylic acid 1-(((S)-2-amino-3-methylbutanoyl) oxy)-2-methylpropyl ester N[C@H](C(=O)OC(C(C)C)OC(=O)N1C=C(C2=CC(=CC=C12)OC)CCN(C)C)C(C)C